N2-[6-(7-methylspiro[2H-benzofuran-3,1'-cyclopropane]-4-yl)oxy-3-pyridyl]pyridine-2,3-diamine CC1=CC=C(C2=C1OCC21CC1)OC1=CC=C(C=N1)NC1=NC=CC=C1N